(S)-1-((5-((4-(3-((2-(1-hydroxyethyl)-1H-imidazol-1-yl)methyl)isoxazol-5-yl)phenyl)ethynyl)pyridin-2-yl)methyl)azetidine-3-carboxylic acid methyl ester COC(=O)C1CN(C1)CC1=NC=C(C=C1)C#CC1=CC=C(C=C1)C1=CC(=NO1)CN1C(=NC=C1)[C@H](C)O